4-Benzylthio-1-beta-D-ribofuranosyl-1H-pyrazolo[3,4-D]pyrimidine C(C1=CC=CC=C1)SC1=C2C(=NC=N1)N(N=C2)[C@H]2[C@H](O)[C@H](O)[C@H](O2)CO